N-(4-fluoro-3-methoxyphenyl)-4-methylpiperidine-4-carboximidamide FC1=C(C=C(C=C1)NC(=N)C1(CCNCC1)C)OC